C(C)(C)(C)OC(NC1=NN(C(=N1)C(C)N1C(C2=CC=CC=C2C1=O)=O)C1=NC=CC=N1)=O N-[5-[1-(1,3-dioxoisoindolin-2-yl)ethyl]-1-pyrimidin-2-yl-1,2,4-triazol-3-yl]carbamic acid tert-butyl ester